ClC1=NC2=C(N=C3C4=C(C=5N(C3=C2C2=CC=CC=C2)N=C(C5)C5=CC=CC=C5)C=CC=C4)N=C1 11-chloro-2,13-diphenylbenzo[c]pyrazino[2,3-g]pyrazolo[1,5-a][1,5]naphthyridine